ClC1=C(N=C(N=N1)N[C@H]1CN(CCC1)CCC=1OC=CN1)C (6-chloro-5-methyl-1,2,4-triazin-3-yl)-[(3R)-1-(2-oxazol-2-ylethyl)-3-piperidyl]-amine